oleic acid ammonium salt [NH4+].C(CCCCCCC\C=C/CCCCCCCC)(=O)[O-]